FC1=C(C=CC(=C1F)C=1C(=NN(C1)CCN1C(C=CC=C1)=O)C)C1=CN=C(N1C)C(=O)N 5-[2,3-difluoro-4-[3-methyl-1-[2-(2-oxo-1-pyridinyl)ethyl]pyrazol-4-yl]phenyl]-1-methyl-imidazole-2-carboxamide